4-(pentafluorothio)aniline C1=CC(=CC=C1N)S(F)(F)(F)(F)F